2-((1-(tert-butoxycarbonyl)azetidin-3-yl)methyl)-1H-pyrazol-2-ium trifluoroacetate FC(C(=O)[O-])(F)F.C(C)(C)(C)OC(=O)N1CC(C1)C[N+]=1NC=CC1